NN1C(N(C=CC1=O)C1=CC(=C(C=C1)C#N)C(=O)O)=O 3-amino-1-(3-carboxy-4-cyanophenyl)-uracile